N-(3-bromo-2-chloro-phenyl)-3-vinyl-1,7-naphthyridin-8-amine BrC=1C(=C(C=CC1)NC=1N=CC=C2C=C(C=NC12)C=C)Cl